CN(C)C=C(C(=O)OC)C(C(=O)OC)=O dimethyl 2-(dimethylaminomethylene)-3-oxosuccinate